N1=C(C=CC2=CC=CC(=C12)O)O quinoline-2,8-diol